C(C)(=O)N1CCC(CC1)N1C(C=2C(C(=C1)C(=O)N[C@H](C)C1=C3CCC(C3=CC=C1)(F)F)=NN(C2)COCC[Si](C)(C)C)=O (R)-5-(1-acetylpiperidin-4-yl)-N-(1-(1,1-difluoro-2,3-dihydro-1H-inden-4-yl)ethyl)-4-oxo-2-((2-(trimethylsilyl)ethoxy)methyl)-4,5-dihydro-2H-pyrazolo[4,3-c]pyridine-7-carboxamide